FC1(CC(C1)(CC1=NN=CN1C)C=1C=C(C=CC1)N1C(C2=CC(=CC(=C2C1)C(F)(F)F)CN1C[C@@](CCC1)(C)O)=O)F (S)-2-(3-(3,3-difluoro-1-((4-methyl-4H-1,2,4-triazol-3-yl)methyl)cyclobutyl)phenyl)-6-((3-hydroxy-3-methylpiperidin-1-yl)methyl)-4-(trifluoromethyl)isoindolin-1-one